C(C)(C)(C)OC(=O)N1CC(=CC1)C=1C=CC=C2C(=CN=CC12)N1C(N(C(CC1)=O)CC1=CC=C(C=C1)OC)=O Tert-butyl-3-[4-[3-[(4-methoxyphenyl)methyl]-2,4-dioxo-hexahydropyrimidin-1-yl]-8-isoquinolyl]-2,5-dihydropyrrole-1-carboxylate